NCCNCCC[Si](OC)(OC)OC [3-(2-aminoethyl-amino)propyl]trimethoxysilane